FC1=C(C#N)C=C(C=C1)C(C=1C=C2C=CN(C2=CC1)[Si](C(C)C)(C(C)C)C(C)C)O 2-fluoro-5-(hydroxy(1-(triisopropylsilyl)-1H-indol-5-yl)methyl)benzonitrile